racemic-(t-butoxycarbonyl)octahydrocyclopenta[c]pyrrole-1-carboxylic acid C(C)(C)(C)OC(=O)C1(NCC2C1CCC2)C(=O)O